ClC=1C=C(C=C(C1OC=1C=C2CCN(C(C2=CC1)=O)CC1=CC(=C(C=C1)F)F)Cl)N1NC=CN=C1 2-(3,5-Dichloro-4-((2-(3,4-difluorobenzyl)-1-oxo-1,2,3,4-tetrahydroisoquinoline-6-yl)oxy)phenyl)-1,2,4-triazine